CC=1C=2N(C=C(C1)C1=C(C(=NN1)C=1SC(=CN1)C1CCNCC1)CC(F)(F)F)N=CN2 2-(5-(8-methyl-[1,2,4]triazolo[1,5-a]pyridin-6-yl)-4-(2,2,2-trifluoroethyl)-1H-pyrazol-3-yl)-5-(piperidin-4-yl)thiazole